CC(C)(CC(CC)C)C 2,2,4-trimethyl-hexane